O=C1NC(CCC1C1=NN(C2=C(C=CC=C12)OCC(=O)NC1=CC=NO1)C)=O 2-((3-(2,6-dioxopiperidin-3-yl)-1-methyl-1H-indazol-7-yl)oxy)-N-(isoxazol-5-yl)acetamide